P(=O)(O)(O)[C@](N)(CO)C(=O)O alpha-Phosphoserine